C(C1=CC=CC=C1)(=O)OC(CCC1=CC=C(C=C1)OC)CC(C(=O)OC)C1=CC=CC=C1 6-methoxy-1-(4-methoxyphenyl)-6-oxo-5-phenylhexane-3-yl benzoate